2'-chloro-N-(5-(5-(difluoromethyl)picolinoyl)-5,6-dihydro-4H-pyrrolo[3,4-d]thiazol-2-yl)-5'-methoxy-6-methyl-[4,4'-bipyridine]-3-carboxamide ClC1=NC=C(C(=C1)C1=C(C=NC(=C1)C)C(=O)NC=1SC2=C(N1)CN(C2)C(C2=NC=C(C=C2)C(F)F)=O)OC